(S)-3-chloro-5-(4-(2-isopropylmorpholino)phenyl)pyridin-2-amine ClC=1C(=NC=C(C1)C1=CC=C(C=C1)N1C[C@@H](OCC1)C(C)C)N